[C@H]12CN(C[C@H](CC1)N2)C2=NC(=NC1=C(C(=CC=C21)N2CCCC1=CC=CC(=C21)CC)F)OCC21CCCN1CCC2 4-((1R,5S)-3,8-diazabicyclo[3.2.1]octan-3-yl)-7-(8-ethyl-3,4-dihydroquinolin-1(2H)-yl)-8-fluoro-2-((tetrahydro-1H-pyrrolizin-7a(5H)-yl)methoxy)quinazoline